CC1=C(C(=C(C1([Hf](C1=C(C2=C3CCCC3=CC=C2C1)CC(C)(C)C)(C)C)C)C)C)C Pentamethylcyclopentadienyl-dimethyl-(1-neopentyl-3,6,7,8-tetrahydro-as-indacenyl)hafnium